CSCCCCBr 4-bromobutyl (methyl) sulfide